1-propyl-10,11-dihydrodibenz[b,f]azepine C(CC)C1=CC=CC=2NC3=C(CCC21)C=CC=C3